FC1=CC=C(C=C1)C1=CC(=C(C=N1)[C@@H]1CN(C[C@H]1O)C(C=C)=O)C1=NN(C=C1)C |o1:13,17| (3R,4S)- or (3S,4R)-1-(3-(6-(4-fluorophenyl)-4-(1-methyl-1H-pyrazol-3-yl)pyridin-3-yl)-4-hydroxypyrrolidin-1-yl)prop-2-en-1-one